4-bromo-N'-((3-chloro-4-cyanophenyl)-D-threonyl)benzohydrazide BrC1=CC=C(C(=O)NNC([C@H](NC2=CC(=C(C=C2)C#N)Cl)[C@@H](O)C)=O)C=C1